O=C1N(C(CC1)=O)OC(CCOCCOC(C(=O)O)C)=O 2-(2-(3-((2,5-dioxopyrrolidin-1-yl)oxy)-3-oxopropoxy)ethoxy)propionic acid